ClC1=CC=C2CC(C2=C1)C(=O)N 4-chlorobicyclo[4.2.0]oct-1,3,5-triene-7-carboxamide